2-bromo-N-(2,6-dimethylphenyl)acetamide CC1=C(C(=CC=C1)C)NC(=O)CBr